1-[2-cyano-4-(trifluoromethyl)phenyl]-4-{2'-methoxy-[2,3'-bipyridin]-5-yl}-N-[(3S)-1-methylpyrrolidin-3-yl]piperidine-4-carboxamide C(#N)C1=C(C=CC(=C1)C(F)(F)F)N1CCC(CC1)(C(=O)N[C@@H]1CN(CC1)C)C=1C=CC(=NC1)C=1C(=NC=CC1)OC